ONC(=O)C1(COCCC1)NS(=O)(=O)C1=CC=C(C=C1)OC1=CC=C(C=C1)Cl 3-[4-(4-chloro-phenoxy)-benzenesulfonylamino]-tetrahydro-pyran-3-carboxylic acid hydroxyamide